ClC1=CC=C(C=C1)C12C(N(C(C2C1)=C)C1=CC=CC=C1)=O 1-(4-chlorophenyl)-4-methylene-3-phenyl-3-azabicyclo[3.1.0]hexan-2-one